5-methylpyrimidino[4,5-d]pyrimidin-4(3H)-one CC1=C2C(=NC=N1)N=CNC2=O